6-(4-methylphenyl)-pyridine-3-carbaldehyde CC1=CC=C(C=C1)C1=CC=C(C=N1)C=O